NC1=NC=CC=2CC(CCC12)C(=O)O 1-amino-5,6,7,8-tetrahydroisoquinoline-6-carboxylic acid